FC1=CC=C(C=C1)N1N=NC(=C1COC1=NC=2CCN(CC2C=C1)C(=O)C1COCC1)C 2-{[1-(4-fluorophenyl)-4-methyl-1H-1,2,3-triazol-5-yl]methoxy}-6-(oxolane-3-carbonyl)-5,6,7,8-tetrahydro-1,6-naphthyridine